13-(1-(((9H-fluoren-9-yl)methoxy)carbonyl)piperidin-4-yl)-2,2-dimethyl-4,14-dioxo-3,7,10-trioxa-13-azaheptadecan C1=CC=CC=2C3=CC=CC=C3C(C12)COC(=O)N1CCC(CC1)N(CCOCCOCCC(OC(C)(C)C)=O)C(CCC)=O